C(C)(=O)NC1=C(C=CC=C1)C=1C=CC2=C(C=3CN(C(C3C=C2)=O)CC(C(=O)N)=C)C1 2-{[8-(2-acetamidophenyl)-3-oxo-1H,2H,3H-benzo[e]isoindol-2-yl]methyl}prop-2-enamide